tert-butyl 8-(6-(cyclopentylcarbamoyl)-7-methoxybenzo[d]thiazol-2-yl)-3,8-diazabicyclo[3.2.1]octane-3-carboxylate C1(CCCC1)NC(=O)C1=C(C2=C(N=C(S2)N2C3CN(CC2CC3)C(=O)OC(C)(C)C)C=C1)OC